NC1=NC=C(C(=C1C1=CC=C(C=C1)O)CC)C1=CC(=CC=C1)CN(C)C 4-[2-amino-5-[3-[(dimethylamino)methyl]phenyl]-4-ethyl-3-pyridinyl]phenol